N-(4-fluoro-3-methylphenyl)-5-(2-(((1s,4s)-4-hydroxycyclohexyl)amino)-2-oxoacetyl)-2-isopropyl-1,4-dimethyl-1H-pyrrole-3-carboxamide FC1=C(C=C(C=C1)NC(=O)C1=C(N(C(=C1C)C(C(=O)NC1CCC(CC1)O)=O)C)C(C)C)C